C=1(C(O)=CC=C(CC=C)C1)OC anti-eugenol